4-epoxycyclohexylmethyl-3,4-epoxycyclohexylmethyl-4-epoxycyclohexylcarboxylate C12(C(CCCC1)O2)CC21C(CC(CC2)CC23C(CC(CC2)C(=O)[O-])O3)O1